5'-bromo-1'-methyl-2,2-diphenylspiro[cyclopropane-1,3'-indol]-2'-one BrC=1C=C2C3(C(N(C2=CC1)C)=O)C(C3)(C3=CC=CC=C3)C3=CC=CC=C3